COC(C(C)C1=CC=C(C=C1)F)=O 2-(4-fluoro-phenyl)-propionic acid methyl ester